ClC1=C(C(=C(C=C1OC)OC)Cl)C1=CC2=C(N=C(N=C2)N[C@@H]2COCC[C@@H]2NC(C=C)=O)C(=N1)NCCCCN(C)C N-((3S,4S)-3-((6-(2,6-dichloro-3,5-di-methoxyphenyl)-8-((4-(dimethyl-amino)butyl)amino)pyrido[3,4-d]pyrimidin-2-yl)amino)tetrahydro-2H-pyran-4-yl)acrylamide